N-(2-((2-(dimethylamino)ethyl)(methyl)amino)-5-((2-((1-methyl-1H-pyrazol-4-yl)amino)-5-(4-(trifluoromethyl)phenyl)pyrimidin-4-yl)amino)phenyl)acrylamide CN(CCN(C1=C(C=C(C=C1)NC1=NC(=NC=C1C1=CC=C(C=C1)C(F)(F)F)NC=1C=NN(C1)C)NC(C=C)=O)C)C